O1C(SCC1)=O 1,3-oxathiolan-2-one